N-methyl-N-(2-(5-(trifluoromethoxy)-1H-pyrrolo[2,3-b]pyridin-3-yl)ethyl)cyclopropanamine CN(C1CC1)CCC1=CNC2=NC=C(C=C21)OC(F)(F)F